CCCCCCCCC/C=C\CCCCCCCC(=O)O[C@H](COC(=O)CCCCCCC/C=C\CCCC)COP(=O)([O-])OCC[N+](C)(C)C 1-(9Z-tetradecenoyl)-2-(9Z-nonadecenoyl)-glycero-3-phosphocholine